1-(1-hydroxy-4-methylpent-3-en-1-yl)-1,4-dimethyl-1,1a,2,4a,5,6,7a,7b-octahydroSpiro[cyclopropa[e]azulene-7,2'-oxirane]-5,6-diol OC(CC=C(C)C)C1(C2C3C(C(=CCC21)C)C(C(C32OC2)O)O)C